1-propargyl-3-(1-methyl-2-(trifluoromethyl)-1H-indol-3-yl)quinoxalin-2(1H)-one C(C#C)N1C(C(=NC2=CC=CC=C12)C1=C(N(C2=CC=CC=C12)C)C(F)(F)F)=O